tert-butyl 5-phenyl-1H-pyrrolo[2,3-b]pyridine-1-carboxylate C1(=CC=CC=C1)C=1C=C2C(=NC1)N(C=C2)C(=O)OC(C)(C)C